C(C)O\N=C(/N)\C1=NC(=C(C(=O)OCC)C=C1)C=1N=C(SC1C)C1=CC=CC=C1 (Z)-ethyl 6-(N'-ethoxycarbamimidoyl)-2-(5-methyl-2-phenylthiazol-4-yl)nicotinate